COC(C1=CC=C(C=C1)CN1C(N(C2=NC(=NC=C12)N)[C@@H]1O[C@@H]([C@H]([C@H]1OC(C)=O)F)COC(C)=O)=O)=O Methyl-4-((9-((2R,3S,4R,5R)-3-acetoxy-5-(acetoxymethyl)-4-fluorotetrahydrofuran-2-yl)-2-amino-8-oxo-8,9-dihydro-7H-purin-7-yl)methyl)benzoat